OC(CNCC=1C=NN(C1)C=1N=CC(=NC1)C#N)C=1C(=C2COC(C2=CC1)=O)C 5-(4-(((2-hydroxy-2-(4-methyl-1-oxo-1,3-dihydroisobenzofuran-5-yl)ethyl)amino)methyl)-1H-pyrazol-1-yl)pyrazine-2-carbonitrile